C1(=CC=CC=C1)S(=O)(=O)N1C2CN(CC1CC2)C(=O)C=2N=NNC2 [8-(phenylsulfonyl)-3,8-diazabicyclo[3.2.1]oct-3-yl](1H-1,2,3-triazol-4-yl)methanone